FC1=C(C(=CC=C1)C)N1CCC(CC1)N1C(N(C=2C(C1)=NN(C2)C)CC=2C=NC=CC2C(F)(F)F)=O 6-[1-(2-Fluoro-6-methyl-phenyl)-piperidin-4-yl]-2-methyl-4-(4-trifluoromethyl-pyridin-3-ylmethyl)-2,4,6,7-tetrahydro-pyrazolo[4,3-d]pyrimidin-5-one